(S)-2-(4-(tert-butoxycarbonyl)-1H-1,2,3-triazol-1-yl)-3-methylbutanoic acid C(C)(C)(C)OC(=O)C=1N=NN(C1)[C@H](C(=O)O)C(C)C